tert-butyl (2-(2-(2-((2-(methylthio)pyrimidin-4-yl)oxy)ethoxy)ethoxy)ethyl)carbamate CSC1=NC=CC(=N1)OCCOCCOCCNC(OC(C)(C)C)=O